C(CC)O[Si](C1=CC(=CC=C1)C(C)C)(OCCC)OCCC tripropoxy(3-isopropylphenyl)silane